C(C)NC(C(CC[C@@H](C(=O)NC=1C(N(C=CC1)CC(=O)NC1C2CC3CC(CC1C3)C2)=O)NC(=O)C2=CNC3=CC=CC=C23)=O)=O (S)-N1-Ethyl-5-(1H-indol-3-carboxamido)-N6-(1-(2-(2-adamantylamino)-2-oxoethyl)-2-oxo-1,2-dihydropyridin-3-yl)-2-oxohexandiamid